N1C=NC2=C1C=C(C=C2)B(O)O 1H-BENZO[D]IMIDAZOL-6-YLBORONIC ACID